C1(CC1)C1=NC2=CC=C(C=C2C(=N1)N1CCC(CC1)C1=C(C=CC=C1)OC)N1C[C@H](CC1)OC (S)-2-cyclopropyl-4-(4-(2-methoxyphenyl)piperidin-1-yl)-6-(3-methoxypyrrolidin-1-yl)quinazoline